4-Cyclopentyl-N-iso-pentyl-2-methoxy-1H-imidazole-1-carboxamide C1(CCCC1)C=1N=C(N(C1)C(=O)NCCC(C)C)OC